(1S,2R,5R)-5-(4-Amino-7H-pyrrolo[2,3-d]pyrimidin-7-yl)-3-(2-(6-chloro-5-fluoro-1,2,3,4-tetrahydroisochinolin-8-yl)ethyl)cyclopent-3-en-1,2-diol NC=1C2=C(N=CN1)N(C=C2)[C@@H]2C=C([C@H]([C@H]2O)O)CCC=2C=C(C(=C1CCNCC21)F)Cl